[C@H]12CN(C[C@H](CC1)N2)C2=NC(=NC=1CC3(CCC21)CCC2=CC=CC1=CC=CC3=C21)OC[C@H]2N(CCC2)C 4'-((1R,5S)-3,8-diazabicyclo[3.2.1]octan-3-yl)-2'-(((S)-1-methylpyrrolidin-2-yl)methoxy)-2,3,5',8'-tetrahydro-6'H-spiro[phenalene-1,7'-quinazoline]